OC1=C(C=2N(C3=CC=CC=C13)C=NN2)C(=O)OCC ethyl 5-hydroxy-[1,2,4]triazolo[4,3-a]quinoline-4-carboxylate